C(CCCCCCCCCCC)C(CCN(C)C)S(=O)(=O)O dodecyl-N,N-dimethyl-3-amino-1-propanesulfonic acid